5-chloro-6-[1-(2,2,2-trifluoroethyl)piperidin-4-yl]pyridine-3-carboxylic acid ClC=1C=C(C=NC1C1CCN(CC1)CC(F)(F)F)C(=O)O